C1(=CC(=CC=C1)C(CC=1C=C(C=CC1)C)O)C (-)-1,2-Di-m-tolylethan-1-ol